N-(2-methyl-2H-indazol-5-yl)propanamide CN1N=C2C=CC(=CC2=C1)NC(CC)=O